C(C)(C)(C)OC(=O)N1C[C@@H](CCC1)NC1=NN2C(C(=N1)C1=CNC3=CC=CC=C13)=CC=C2 (3R)-3-[[4-(1H-indol-3-yl)pyrrolo[2,1-f][1,2,4]triazin-2-yl]amino]piperidine-1-carboxylic acid tert-butyl ester